9-((4-phenyl-5-((3-(trifluoromethoxy)benzyl)thio)-4H-1,2,4-triazol-3-yl)methyl)-9H-carbazole C1(=CC=CC=C1)N1C(=NN=C1SCC1=CC(=CC=C1)OC(F)(F)F)CN1C2=CC=CC=C2C=2C=CC=CC12